FC1([C@@H](CN(C1)C)NC1=NN2C(C(=N1)OC)=C(C(=C2)F)C=2C=CC1=C(N(N=N1)CC(F)(F)F)C2)F (R)-N-(4,4-difluoro-1-methylpyrrolidin-3-yl)-6-fluoro-4-methoxy-5-(1-(2,2,2-trifluoroethyl)-1H-benzo[d][1,2,3]triazol-6-yl)pyrrolo[2,1-f][1,2,4]triazin-2-amine